Potassium Caprate [O-]C(=O)CCCCCCCCC.[K+]